S(C1=C(C=C(C(=C1)C(C)(C)C)O)C)C1=C(C=C(C(=C1)C(C)(C)C)O)C 4,4'-thiobis-(3-methyl-6-t-butylphenol)